Boc-Glycin C(=O)(OC(C)(C)C)NCC(=O)O